S1C(=CC=C1)C1=NN=C(O1)CNC(=O)C1CCCCC1 N-((5-(thiophen-2-yl)-1,3,4-oxadiazol-2-yl)methyl)cyclohexanecarboxamide